C(C1=CC=CC=C1)OC=1C=C(C=CC1OCC1=CC=CC=C1)C1=NN=C2C=3N=CN(C3N=CN21)[C@@H]2O[C@@H]([C@H]([C@H]2O)O)CO (2R,3R,4S,5R)-2-{3-[3,4-bis(benzyloxy)phenyl]-7H-[1,2,4]triazolo[3,4-i]purin-7-yl}-5-(hydroxymethyl)tetrahydrofuran-3,4-diol